2',3,5,7-Tetrahydroxyflavanone OC1=C(C2OC3=CC(=CC(=C3C(C2O)=O)O)O)C=CC=C1